2,6-dimethyl-3-ethyl-4-tert-butoxyphenol CC1=C(C(=CC(=C1CC)OC(C)(C)C)C)O